N1=CC2(C3=CC(=CC=C13)B(O)O)CCCC2 spiro[cyclopentane-1,3'-indol]-5'-ylboronic acid